CC1=C(C=C(C=C1)NC(C1=CN=CC(=C1)C(F)(F)F)=O)NC1=NC=CC=C1C1=C2N=CN(C2=NC=N1)C1OCCCC1 N-(4-methyl-3-(3-(9-(tetrahydro-2H-pyran-2-yl)-9H-purin-6-yl)pyridin-2-ylamino)phenyl)-5-(trifluoromethyl)nicotinamide